C(\C=C(/C)\CCC=C(C)C)N1C(CCCC1)=O 1-geranylazacyclohexane-2-one